NC=1C2=C(N=CN1)N(C=C2C=2C(=C(C=CC2)NS(=O)(=O)C=2C=NC(=C(C2)Br)Cl)F)C 5-Bromo-6-chloro-pyridine-3-sulfonic acid [3-(4-amino-7-methyl-7H-pyrrolo[2,3-d]pyrimidin-5-yl)-2-fluoro-phenyl]-amide